(S)-1-chloro-3-(2,6-dichloro-4-(2-(4-((R)-3-(ethylsulfonyl)-2-hydroxypropoxy)phenyl)propan-2-yl)phenoxy)propan-2-yl acetate C(C)(=O)O[C@H](CCl)COC1=C(C=C(C=C1Cl)C(C)(C)C1=CC=C(C=C1)OC[C@H](CS(=O)(=O)CC)O)Cl